6-chloro-1-(2,6-dimethoxyphenyl)-2-(methylsulfonyl)-1H-imidazo[4,5-b]pyrazine ClC1=CN=C2C(=N1)N(C(=N2)S(=O)(=O)C)C2=C(C=CC=C2OC)OC